4-benzyl-3-methyl-1H-1,2,4-triazol-5-one C(C1=CC=CC=C1)N1C(=NNC1=O)C